8-fluoro-6-hydroxy-N-(3-methylbutyl)-7-(1,1,4-trioxo-1λ6,2,5-thiadiazolidin-2-yl)-3,4-dihydroisoquinoline-2(1H)-carboxamide FC=1C(=C(C=C2CCN(CC12)C(=O)NCCC(C)C)O)N1S(NC(C1)=O)(=O)=O